1-(4-(difluoromethyl)-1-methyl-1H-imidazol-2-yl)piperidine-4-carbonitrile FC(C=1N=C(N(C1)C)N1CCC(CC1)C#N)F